N-lauroyl-arginine ethyl ester C(C)OC([C@@H](NC(CCCCCCCCCCC)=O)CCCNC(N)=N)=O